1-{4-[(2-chlorobenzyl)oxy]phenyl}-4,4,4-trifluoro-3-hydroxybut-2-en-1-one ClC1=C(COC2=CC=C(C=C2)C(C=C(C(F)(F)F)O)=O)C=CC=C1